ClC=1C(=C(C=CC1)NS(=O)(=O)C=1SC(=CC1)SC(C)C)N1CCC(CC1)(C)C N-[3-chloro-2-(4,4-dimethyl-1-piperidyl)phenyl]-5-isopropylsulfanyl-thiophene-2-sulfonamide